tert-butyl ((1r,3r)-3-(4-(1-(4-((6-(1-hydroxylethyl)pyridazine-3-yl)oxy)phenyl)cyclopentyl)phenoxy)cyclobutyl)carbamate O[C@H](C)C1=CC=C(N=N1)OC1=CC=C(C=C1)C1(CCCC1)C1=CC=C(OC2CC(C2)NC(OC(C)(C)C)=O)C=C1